N(=[N+]=[N-])CCOCCOCCOCC(=O)OC1=C(C(=C(C(=C1F)F)F)F)F (2,3,4,5,6-pentafluorophenyl) 2-[2-[2-(2-azidoethoxy)ethoxy]ethoxy]acetate